ClC1=C(C=CC(=C1)Cl)CCN 2-(2,4-dichlorophenyl)ethylamine